CC1(CCN(CC1)C=1N=C2N(C(C1I)=O)C=C(C=C2[C@@H](C)NC2=C(C(=O)OC(C)(C)C)C=CC=C2)C)C tert-butyl (R)-2-((1-(2-(4,4-dimethylpiperidin-1-yl)-3-iodo-7-methyl-4-oxo-4H-pyrido[1,2-a]pyrimidin-9-yl)ethyl)amino)benzoate